CCCCCCCCCCCCCCC(=O)O[C@H](COC(=O)CCCCCCC/C=C\\CCCCCCCC)COP(=O)(O)O The molecule is a 1,2-diacyl-sn-glycerol 3-phosphate in which the acyl substituents at positions 1 and 2 are specified as oleoyl and pentadecanoyl respectively. It derives from an oleic acid and a pentadecanoic acid. It is a conjugate acid of a 1-oleoyl-2-pentadecanoyl-sn-glycero-3-phosphate(2-).